CC1=CC(=C(C=C1[N+](=O)[O-])Cl)C 5-chloro-2,4-dimethylnitrobenzene